O1C(OC=C1)=O dioxolon